3-oxo-2-{[4-(trifluoromethoxy)phenyl]methyl}butanenitrile O=C(C(C#N)CC1=CC=C(C=C1)OC(F)(F)F)C